8-(2-fluoro-5-(2-morpholinoethoxy)phenyl)-N2-(4-(piperazin-1-yl)phenyl)pyrido[3,4-d]pyrimidine-2,4-diamine FC1=C(C=C(C=C1)OCCN1CCOCC1)C1=NC=CC2=C1N=C(N=C2N)NC2=CC=C(C=C2)N2CCNCC2